Cl.C(#N)C1=C(CN([C@H]2CNCCC2)CC2=C(C=CC(=C2)F)C#N)C=C(C=C1)F (R)-3-(bis(2-cyano-5-fluorobenzyl))aminopiperidine hydrochloride